ClC1=CC=C2C(=CN(C2=C1Cl)C=1N=NN(C1)CC(=O)O)C=1C=NNC1 2-[4-[6,7-dichloro-3-(1H-pyrazol-4-yl)indol-1-yl]triazol-1-yl]acetic acid